2-(4,5-dihydro-oxazol-2-yl)aniline 3,7-Dimethyloct-6-en-1-yl-acetate CC(CCCC(=O)O)CCC=C(C)C.O1C(=NCC1)C1=C(N)C=CC=C1